C(C)(C)(C)OC([C@@H](COC1=CC=C2C=C(N=CC2=C1)NCC1CN(C1)C(=O)OC(C)(C)C)O)=O tert-butyl (R)-3-(((7-(3-(tert-butoxy)-2-hydroxy-3-oxopropoxy) isoquinolin-3-yl)amino)methyl)azetidine-1-carboxylate